alpha-(p-tolyl)benzyl thiol C1(=CC=C(C=C1)C(C1=CC=CC=C1)S)C